O=C1OC2=CC(=CC=C2C=C1)OP(=S)(C1=CC=CC=C1)N[C@@H](C)C(=O)OC(C)C isopropyl (((2-oxo-2H-chromen-7-yl) oxy) (phenyl) thiophosphoryl)-L-alaninate